FC1=C(C(=C(C(=C1[B-](C1=C(C(=C(C(=C1F)F)F)F)F)(C1=C(C(=C(C(=C1F)F)F)F)F)C1=C(C(=C(C(=C1F)F)F)F)F)F)F)F)F.C(C)[NH+](C1=CC=CC=C1)CC diethyl-phenyl-ammonium tetra(pentafluorophenyl)borate